COC1=CC=C(COC=2C(NC3=CC=CN=C3C2)=O)C=C1 3-[(4-Methoxybenzyl)oxy]-1H-1,5-naphthyridin-2-one